ClC=1C=NC=CC1NC1=CC=2C3=C(C(N(C2C=C1)C)=O)OCC([C@@H](N3)C3CC3)(F)F (S)-10-((3-chloropyridin-4-yl)amino)-2-cyclopropyl-3,3-difluoro-7-methyl-1,2,3,4-tetrahydro-[1,4]oxazepino[2,3-c]quinolin-6(7H)-one